ClC=1C(=NC(=NC1)NC=1C=CC2=C(COB2O)C1)S(=O)(=O)C 5-chloro-N-(1-hydroxy-3H-2,1-benzoxaborole-5-yl)-4-methylsulfonyl-pyrimidin-2-amine